(1s,4s)-N-(5-Chloro-6-methoxypyridin-3-yl)-4-(4-methyl-1-oxoisoindolin-2-yl)cyclohexanecarboxamide ClC=1C=C(C=NC1OC)NC(=O)C1CCC(CC1)N1C(C2=CC=CC(=C2C1)C)=O